BrC(C1=NC(=CC=C1C(=O)OC)F)Br methyl 2-(dibromomethyl)-6-fluoro-pyridine-3-carboxylate